OC=1C=C2CC[C@@H]([C@@H](C2=CC1)C1=CC=C(C=C1)N1CCC(CC1)CN1CCN(CC1)C=1C=NN(C(C1)=O)C1C(NC(CC1)=O)=O)C1=CC=CC=C1 3-[4-[4-[[1-[4-[(1R,2S)-6-hydroxy-2-phenyl-tetralin-1-yl]phenyl]-4-piperidyl]methyl]piperazin-1-yl]-6-oxo-pyridazin-1-yl]piperidine-2,6-dione